5-(1-(cyclopentyl(pyridin-2-yl)methyl)-5-(3,5-dimethylisoxazol-4-yl)-1H-pyrrolo[2,3-b]pyridin-3-yl)-2-fluorobenzoic acid C1(CCCC1)C(N1C=C(C=2C1=NC=C(C2)C=2C(=NOC2C)C)C=2C=CC(=C(C(=O)O)C2)F)C2=NC=CC=C2